1-(2-hydroxyethyl)-1-benzyl-imidazolinium chloride [Cl-].OCC[N+]1(C=NCC1)CC1=CC=CC=C1